ClC1=NC2=CC(=CC=C2C=C1C=O)OC 2-chloro-7-methoxyquinoline-3-carbaldehyde